Tert-butyl heptane-4-carboxylate CCCC(CCC)C(=O)OC(C)(C)C